N-methyl-4-(methylsulfonyl)morpholine-2-carboxamide CNC(=O)C1CN(CCO1)S(=O)(=O)C